7-((2-methyl-4-(3-(trifluoromethoxy)azetidin-1-yl)phenyl)amino)-2H-benzo[b][1,4]oxazin-3(4H)-one CC1=C(C=CC(=C1)N1CC(C1)OC(F)(F)F)NC=1C=CC2=C(OCC(N2)=O)C1